COCCCN(C1=CC=CC(=N1)S(=O)(=O)NC(=O)C=1C(=NC=CC1)N1C(CC(C1)C)(C)C)C N-[[6-[3-Methoxypropyl(methyl)amino]-2-pyridyl]sulfonyl]-2-(2,2,4-trimethylpyrrolidin-1-yl)pyridin-3-carboxamid